N-((1R,5S)-3-(6-chloro-1H-indazol-4-yl)-3-azabicyclo[3.1.0]hexan-6-yl)methanesulfonamide ClC1=CC(=C2C=NNC2=C1)N1C[C@@H]2C([C@@H]2C1)NS(=O)(=O)C